C(C)(C)(C)N1C(CC[C@@H]1C(C)C)O tert-butyl-(5R)-2-hydroxy-5-isopropylpyrrolidine